FC(C1CC(C1)=O)(F)F 3-(trifluoromethyl)cyclobutan-1-one